2-(2-(2-ethoxyethoxy)ethoxy)ethan-1-ol C(C)OCCOCCOCCO